ClCS(=O)(=O)N1CC2=C(CC1)NN=C2C(=O)N2CCC(CC2)C2=C(C=CC=C2)C(F)(F)F (5-((chloromethyl)sulfonyl)-4,5,6,7-tetrahydro-1H-pyrazolo[4,3-c]pyridin-3-yl)(4-(2-(trifluoromethyl)phenyl)piperidin-1-yl)methanone